geranyloxyhexynol C(\C=C(/C)\CCC=C(C)C)OC(C#CO)CCC